S(OC1=CC2=C(OCCN2C2C(NC(CC2)=O)=O)C=C1)(=O)(=O)F 4-(2,6-dioxopiperidin-3-yl)-3,4-dihydro-2H-benzo[b][1,4]oxazin-6-yl sulfurofluoridate